indium Antimony Oxide [Sb]=O.[In]